1-(4-(benzo[d]thiazol-2-ylsulfanyl)-3-chlorophenyl)-3-(2,4-dichlorophenyl)urea S1C(=NC2=C1C=CC=C2)SC2=C(C=C(C=C2)NC(=O)NC2=C(C=C(C=C2)Cl)Cl)Cl